2-(5-bromopyridin-2-yl)-N-((R)-phenyl((R)-1,2,3,4-tetrahydropyrido[2,3-b]pyrazin-3-yl)methyl)propan-1-amine BrC=1C=CC(=NC1)C(CN[C@@H]([C@H]1CNC2=C(N1)N=CC=C2)C2=CC=CC=C2)C